C[C@H]1C[C@H](N(C1)C(=O)OC(C)(C)C)COC=1C=NC=CC1C#C[Si](C)(C)C tert-butyl (2S,4S)-4-methyl-2-[({4-[(trimethylsilyl)ethynyl]pyridin-3-yl}oxy)methyl]pyrrolidine-1-carboxylate